FC1(CCC(CC1)C(=O)O)F 4,4-difluorocyclohexanoic acid